1,4-bis(1-octyl-1H-imidazo[4,5-f][1,10]phenanthrolin-2-yl)benzene C(CCCCCCC)N1C(=NC2=C3C=CC=NC3=C3N=CC=CC3=C21)C2=CC=C(C=C2)C=2N(C=1C(=C3C=CC=NC3=C3N=CC=CC13)N2)CCCCCCCC